OCCOC1=CC(=CC(=N1)C1=CC(=NC=C1)C(NC)=O)C=1C=C(C=CC1C)NC(=O)C=1N=NC=C(C1)C(=O)N N3-(3-(6-(2-hydroxyethoxy)-2'-(methylcarbamoyl)-[2,4'-bipyridin]-4-yl)-4-methylphenyl)pyridazine-3,5-dicarboxamide